NC(C(=O)OCC1=CC=CC=C1)C(CC=C(F)F)(C)C Benzyl 2-amino-6,6-difluoro-3,3-dimethylhex-5-enoate